C(C1=CC=CC=C1)NC=1C=2N(N=C(C1)Cl)C(=NN2)C(C)C N-benzyl-6-chloro-3-isopropyl-[1,2,4]triazolo[4,3-b]pyridazine-8-amine